[NH4+].CC(C(=O)[O-])(C(C(C(=O)[O-])(C)C)(C)C)C.[NH4+] 2,2,3,3,4,4-hexamethyl-pentanedioic Acid, Ammonium Salt